C(=O)C=1C=CC(=NC1)NC(=O)C1C(C1(C)C)(C)C N-(5-formyl-2-pyridinyl)-2,2,3,3-tetramethyl-cyclopropanecarboxamide